COC1=CC=C(CC=2N=COC2)C=C1 4-(4-methoxybenzyl)oxazole